6-(4-cyclopropyl-6-methoxypyrimidin-5-yl)-1-(4-(1-isopropyl-4-(trifluoromethyl)-1H-imidazol-2-yl)benzyl)-3-(1H-pyrazol-3-yl)-1H-pyrazolo[3,4-d]pyrimidine C1(CC1)C1=NC=NC(=C1C1=NC=C2C(=N1)N(N=C2C2=NNC=C2)CC2=CC=C(C=C2)C=2N(C=C(N2)C(F)(F)F)C(C)C)OC